C(=O)O.C1(CCC1)N1C[C@@H](CCC1)C(C(=O)N)(C)N1N=C(N2C(C1=O)=CC1=C2SC=C1)C(C)C ((R)-1-cyclobutylpiperidin-3-yl)-2-(8-isopropyl-5-oxothieno[3',2':4,5]pyrrolo[1,2-d][1,2,4]triazin-6(5H)-yl)propanamide formate salt